C1(=CC=CC=C1)C=1C(C=CC(C1)=O)=O phenyl-1,4-benzoquinone